N-(2-(dimethylamino)ethyl)-6-[18F]fluoropyridazine-3-carboxamide CN(CCNC(=O)C=1N=NC(=CC1)[18F])C